N[C@H](C(=O)O)CC#C (2S)-2-aminopent-4-ynoic acid